ClC1=C(C=C(C=C1C)F)[C@H]1N(CC[C@H]1N[S@](=O)C(C)(C)C)C(CN1N=C(C=C1C(F)(F)F)C1CC1)=O (R)-N-[(2R,3R)-2-(2-chloro-5-fluoro-3-methyl-phenyl)-1-[2-[3-cyclopropyl-5-(trifluoromethyl)pyrazol-1-yl]acetyl]pyrrolidin-3-yl]-2-methyl-propane-2-sulfinamide